C(C)OC=1C(=CNC(C1)=O)C1=CC(=C(C=C1)CC(=O)NC=1C=C(C(=O)NCCN2C[C@H](CC2)OC)C=C(C1)C(F)(F)F)F 3-[[2-[4-(4-ethoxy-6-oxo-1H-pyridin-3-yl)-2-fluorophenyl]acetyl]amino]-N-[2-[(3S)-3-methoxypyrrolidin-1-yl]ethyl]-5-(trifluoromethyl)benzamide